N-(4,4-difluorotetrahydrofuran-3-yl)-5-((2-methoxypyridin-3-yl)methoxy)-2-methylbenzofuran-3-carboxamide FC1(C(COC1)NC(=O)C1=C(OC2=C1C=C(C=C2)OCC=2C(=NC=CC2)OC)C)F